OC=1C(=C2C=CC(=CC2=CC1)S(=O)(=O)[O-])N=NC1=C(C=C(C(=C1)C)S(=O)(=O)O)OC.[Na+].[Na+].OC=1C(=C2C=CC(=CC2=CC1)S(=O)(=O)[O-])N=NC1=C(C=C(C(=C1)C)S(=O)(=O)O)OC disodium 6-hydroxy-5-{(2-methoxy-5-methyl-4-sulfophenyl) azo}-2-naphthalenesulfonate